FC1=C(C(=O)N2CCC(CC2)CN2CCN(CC2)CC(=O)N2CCN(CC2)C(=O)C=2C=C(C=CC2F)CC2=NNC(C3=CC=CC=C23)=O)C(=CC(=C1)C1=CN=NC=C1)F 4-[[3-[4-[2-[4-[[1-(2,6-difluoro-4-pyridazin-4-yl-benzoyl)-4-piperidyl]methyl]piperazin-1-yl]acetyl]piperazine-1-carbonyl]-4-fluoro-phenyl]methyl]-2H-phthalazin-1-one